C(CCCCCCCC=C)C1OCCC(O1)CCC(=O)C1=CC=CC=C1 (+-)-3-(2-(dec-9-en-1-yl)-1,3-dioxan-4-yl)-1-phenylpropan-1-one